(3-(4-(1-aminoethyl)-4-methylpiperidin-1-yl)-6-((8-chloro-[1,2,4]triazolo[4,3-a]pyridin-7-yl)thio)pyrazin-2-yl)methanol NC(C)C1(CCN(CC1)C=1C(=NC(=CN1)SC1=C(C=2N(C=C1)C=NN2)Cl)CO)C